OCCN(C(=O)N(CCO)CCO)CCO N,N,N',N'-tetrakis(2-hydroxyethyl)urea